C1(=CC=C(C=C1)CCCC(C(=O)O)(C)C)CCCC(C(=O)O)(C)C 5,5'-(1,4-phenylene)bis(2,2-dimethylvaleric acid)